C(C#C)NC=1C(NC(N([C@H]2C[C@H](O)[C@@H](CO)O2)C1)=O)=O 5-propargylamino-deoxyuridine